IC(C(=O)OC(C)(C)C)C tert-butyl iodopropionate